4-(6-Benzyl-4-bromo-3-hydroxy-pyridin-2-yl)-4-oxo-butyric acid ethyl ester C(C)OC(CCC(=O)C1=NC(=CC(=C1O)Br)CC1=CC=CC=C1)=O